1-ethyl-1H-pyrazole-3-carbonitrile C(C)N1N=C(C=C1)C#N